NC1=NC=C(C=C1C=1C=C2CCNC(C2=CC1F)=O)C1=CC=C(C=C1)N1CCOCC1 6-(2-amino-5-(4-morpholinophenyl)pyridin-3-yl)-7-fluoro-3,4-dihydroisoquinolin-1(2H)-one